(1R,2R)-2-fluoro-N-(6-{1-methyl-3-[(4-methyl-6-propanoylpyridin-3-yl)amino]pyrazol-4-yl}pyrimidin-4-yl)cyclopropane-1-carboxamide F[C@H]1[C@H](C1)C(=O)NC1=NC=NC(=C1)C=1C(=NN(C1)C)NC=1C=NC(=CC1C)C(CC)=O